N-(1-(tert-butyl)-5-fluoro-1H-pyrazol-4-yl)-5-(2-cyclopropyl-5-morpholino-[1,2,4]triazolo[1,5-a]pyridin-7-yl)-2-fluoro-4-methylbenzamide C(C)(C)(C)N1N=CC(=C1F)NC(C1=C(C=C(C(=C1)C1=CC=2N(C(=C1)N1CCOCC1)N=C(N2)C2CC2)C)F)=O